FC1=CC=C(C=C1)C=1N(C(OC1)C1=CC=NC=C1)C1=CC=CC=C1 4-(4-fluorophenyl)-3-phenyl-2-(pyridin-4-yl)-2,3-dihydro-oxazole